6-chloro-5'-(5-chloro-2-methylphenyl)-2'-(2,4-dimethoxypyrimidin-5-yl)-3'-(1-hydroxymethylpropane-2-yl)-3'H-spiro[indoline-3,4'-pyrrolo[3,4-d]imidazole]-2,6'(5'H)-dione ClC1=CC=C2C(=C1)NC(C21N(C(C=2N=C(N(C21)C(CCO)C)C=2C(=NC(=NC2)OC)OC)=O)C2=C(C=CC(=C2)Cl)C)=O